N=1N=C(NC1)C1=CC=C(C=C1)C[C@@H](CNC(C[C@@H](C1(CC1)C(F)(F)F)C=1SC(=CN1)C)=O)N(C)C (S)-N-((S)-3-(4-(4H-1,2,4-triazol-3-yl)phenyl)-2-(dimethylamino)propyl)-3-(5-methylthiazol-2-yl)-3-(1-(trifluoromethyl)cyclopropyl)propanamide